COC(=O)C=1SC=C(C1C(=O)OC)NC(=O)NC1=C(C=C(C(=C1)N(C)CC1=C(C(=CC=C1OCC)F)F)OC)F 4-(3-(5-((6-ethoxy-2,3-difluorobenzyl)(methyl)amino)-2-fluoro-4-methoxyphenyl)ureido)thiophene-2,3-dicarboxylic acid dimethyl ester